OC1=C(C(=O)C2=CC=CC=C2)C=C(C(=C1)OCCCCCC(C)C)[N+](=O)[O-] 2-hydroxy-4-isooctyloxy-5-nitrobenzophenone